5-chloro-1-[2-({2-oxo-1-[(cis)-3-hydroxy-3-methylcyclobutyl]-1H,2H,3H,4H-pyrido[2,3-d]pyrimidin-6-yl}oxy)ethyl]-1,2-dihydrospiro[indole-3,4'-piperidin]-2-one ClC=1C=C2C(=CC1)N(C(C21CCNCC1)=O)CCOC1=CC2=C(N(C(NC2)=O)C2CC(C2)(C)O)N=C1